C(C)OC(C(CC(F)(F)F)CC=C=O)=O.FC=1C=C(C=CC1N1C(CNCC1)SSCC(=O)N1CCOCC1)N1C(OC(C1)CNC(C)=O)=O N-{[3-(3-fluoro-4-{[(morpholino-2-oxoethylsulfanyl)thio]piperazin-1-yl}phenyl)-2-oxo-5-oxazolidinyl]methyl}acetamide ethyl-4,4,4-trifluoro-2-(2-carbonylethyl)butyrate